2-((2-chloro-1H-indol-3-yl)methylene)-N-(3-chlorophenyl)hydrazine-1-carboxamide ClC=1NC2=CC=CC=C2C1C=NNC(=O)NC1=CC(=CC=C1)Cl